tert-butyl 2-((3-(1,1-difluorooctyl)-1,2,4-oxadiazol-5-yl)methyl)acrylate FC(CCCCCCC)(F)C1=NOC(=N1)CC(C(=O)OC(C)(C)C)=C